BrC=1C=C(C=CC1O)C\C(\C(=O)NCC(=O)NO)=N/O (E)-3-(3-bromo-4-hydroxyphenyl)-N-(2-hydroxyamino-2-oxoethyl)-2-hydroxyiminopropionamide